C(C)OC(C(C)(C)OC1=C(C=C(C=C1C)CN1C(N(CC1)C1=CC=C(C=C1)OC)=O)C)=O 2-(4-((3-(4-methoxyphenyl)-2-oxoimidazolin-1-yl)methyl)-2,6-dimethylphenoxy)-2-methylpropanoic acid ethyl ester